C(C(=O)[O-])N(CC(=O)[O-])CC(=O)[O-].[Na+].[Na+].[Na+] The molecule is an organic sodium salt composed of sodium and nitrilotriacetate ions in a 3:1 ratio. It has a role as a carcinogenic agent and a nephrotoxic agent. It contains a nitrilotriacetate(3-).